1-(1-(4-aminocyclohexyl)ethyl)-2-methyl-1H-indole-3-carboxylic acid methyl ester COC(=O)C1=C(N(C2=CC=CC=C12)C(C)C1CCC(CC1)N)C